(R)-3-butyl-2-(4-methoxybenzyl)-7-(methylthio)-5-phenyl-2,3,4,5-tetrahydro-1,2,5-benzothiadiazepine-8-carboxylic acid methyl ester 1,1-dioxide COC(=O)C1=CC2=C(N(C[C@H](N(S2(=O)=O)CC2=CC=C(C=C2)OC)CCCC)C2=CC=CC=C2)C=C1SC